C(C=C)(=O)N1C[C@@H](C[C@@H]1C)C1N=C(C2=C(N1C(C)(C)C1=CC=CC=C1)NC(=C2)C#CC)N ((3R,5S)-1-propenoyl-5-methylpyrrolidin-3-yl)-4-amino-N-(2-phenylpropan-2-yl)-6-(prop-1-yn-1-yl)-7H-pyrrolo[2,3-d]Pyrimidine